NC1=CC=C(C=C1)CCCCCCO 4-aminobenzenehexanol